butyl formylacetate C(=O)CC(=O)OCCCC